(±)-(2R)-2-((6-(5-(aminomethyl)-1-methyl-1H-1,2,3-triazol-4-yl)-2-methylpyridin-3-yl)oxy)bicyclo[3.1.0]hexane-6-carboxylic acid ethyl ester C(C)OC(=O)C1C2CC[C@H](C12)OC=1C(=NC(=CC1)C=1N=NN(C1CN)C)C